(S) or (R)-N-(amino(2-(2-hydroxypropan-2-yl)thiazol-5-yl)(oxo)-λ6-sulfaneylidene)-2-(4,6-diisopropyl-1,3-dihydroisobenzofuran-5-yl)acetamide N[S@@](=NC(CC=1C(=C2COCC2=CC1C(C)C)C(C)C)=O)(=O)C1=CN=C(S1)C(C)(C)O |o1:1|